dodecyl-dimethyl-methacrylamide C(CCCCCCCCCCC)CC(C(=O)N)=C(C)C